C1(CC1)C1=NN(C=N1)C1CC2(CN(C2)C(=O)N2CC(C2)C=2C=NC(=CC2)N2C[C@H](CC2)C(F)(F)F)C1 [6-(3-cyclopropyl-1,2,4-triazol-1-yl)-2-azaspiro[3.3]heptan-2-yl]-[3-[6-[(3S)-3-(trifluoromethyl)pyrrolidin-1-yl]-3-pyridyl]azetidin-1-yl]methanone